FC=1C=C(N)C=CC1N1CCN(CC1)C 3-fluoro-4-(4-methylpiperazino)aniline